NC1=CC2=C(NCNS2(=O)=O)C=C1 7-amino-3,4-dihydro-2H-benzo[e][1,2,4]thiadiazine-1,1-dioxide